C(=O)(O)C([C@H](N)C(=O)[O-])CC(=O)[O-] β-carboxyglutamate